3-((4-bromo-2-hydroxybenzylidene)amino)-coumarin BrC1=CC(=C(C=NC=2C(OC3=CC=CC=C3C2)=O)C=C1)O